O1OSSCCCC1 dioxadithiocane